2-amino-7-(2-(methylthio)ethyl)-7,9-dihydro-1H-purine NC1NC=C2N(CNC2=N1)CCSC